9-(4-methoxybenzyl)-2-methyl-9H-fluorene-9-ol COC1=CC=C(CC2(C3=CC=CC=C3C=3C=CC(=CC23)C)O)C=C1